8-chloro-3-(2-chloro-3-fluorophenyl)imidazo[1,5-a]pyrazine ClC=1C=2N(C=CN1)C(=NC2)C2=C(C(=CC=C2)F)Cl